(1R,2S,5R)-1-amino-2-(((S)-2-amino-4-carboxybutanamido)methyl)-5-(2-boronoethyl)cyclohexane-1-carboxylic acid N[C@]1([C@@H](CC[C@H](C1)CCB(O)O)CNC([C@H](CCC(=O)O)N)=O)C(=O)O